NC1=NC2=CC=C(C=C2C=C1C)C(=O)NN(C(=O)OC(C)(C)C)C tert-butyl 2-(2-amino-3-methylquinoline-6-carbonyl)-1-methylhydrazinecarboxylate